1-((2-acetyl-5-methylthiazol-4-yl)methyl)-3,7-dimethyl-1H-purine-2,6(3H,7H)-dione C(C)(=O)C=1SC(=C(N1)CN1C(N(C=2N=CN(C2C1=O)C)C)=O)C